5-(2,4-difluorophenyl)-4-methoxy-1-((6-methoxypyridin-3-yl)sulfonyl)-1H-pyrrole FC1=C(C=CC(=C1)F)C1=C(C=CN1S(=O)(=O)C=1C=NC(=CC1)OC)OC